5-methoxypicolinamide COC=1C=CC(=NC1)C(=O)N